NC=1C(=C(C=C2C=C(N=CC12)NC1=NN2CC(N(CCC2=C1)C(C)C)=O)C1=CN=C2N1CCNC2)F 2-((8-amino-7-fluoro-6-(5,6,7,8-tetrahydroimidazo[1,2-a]pyrazin-3-yl)isoquinolin-3-yl)amino)-6-isopropyl-5,6-dihydro-4H-pyrazolo[1,5-d][1,4]diazepin-7(8H)-one